N-[2-[2-(2-Aminoethoxy)ethoxy]ethyl]-3-[(4S)-6,8-dichloro-2-methyl-3,4-dihydro-1H-isoquinolin-4-yl]benzenesulfonamide NCCOCCOCCNS(=O)(=O)C1=CC(=CC=C1)[C@@H]1CN(CC2=C(C=C(C=C12)Cl)Cl)C